C(C(C)C)C1(C=C(C(=O)OCC)C(=O)OCC)CC=CC=C1 diethyl (1-isobutylbenzylidene)malonate